N-[(2,4-dimethoxyphenyl)methyl]-3-fluoro-4-iodo-pyridin-2-amine COC1=C(C=CC(=C1)OC)CNC1=NC=CC(=C1F)I